CN1N=CC(=C1)C=1C=C(C=C(C1)C=1C=NN(C1)C)[C@@H](C)NC(C1=C(C=CC(=C1)OCCN(C)C)C([2H])([2H])[2H])=O (R)-N-(1-(3,5-bis(1-methyl-1H-pyrazol-4-yl)phenyl)ethyl)-5-(2-(dimethylamino)-ethoxy)-2-(methyl-d3)benzamide